C(C)(C)(C)OC(=O)N1CCC2(CC=3C=4C(N(CC4C=CC3OC2)C2C(NC(CC2)=O)=O)=O)CC1 2'-(2,6-dioxopiperidin-3-yl)-1'-oxo-1',2',3',9'-tetrahydro-7'H-spiro[piperidine-4,8'-pyrano[3,2-e]isoindole]-1-carboxylic Acid Tert-Butyl Ester